OC12CC(C1)(C2)C(=O)N(C)C 3-hydroxy-N,N-dimethylbicyclo[1.1.1]pentane-1-carboxamide